dimethyl-4-hydroxytryptamine carbamate (isoleucyl-carbamate) N[C@@H]([C@@H](C)CC)C(=O)NC(O)=O.C(N)(O)=O.CN(CCC1=CNC2=CC=CC(=C12)O)C